(S)-5-((R)-2-cyclobutyl-2-hydroxyacetyl)-N-((S)-3-oxo-1-((S)-2-oxopyrrolidin-3-yl)-4-(trifluoromethoxy)butan-2-yl)-5-azaspiro[2.4]heptane-6-carboxamide C1(CCC1)[C@H](C(=O)N1CC2(CC2)C[C@H]1C(=O)N[C@@H](C[C@H]1C(NCC1)=O)C(COC(F)(F)F)=O)O